C(C)(C)(C)NC(O[C@H]1C[C@H](CC1)C1=CC(=NN1COCC[Si](C)(C)C)Br)=O (1R,3S)-3-(3-bromo-1-((2-(trimethylsilyl)ethoxy)methyl)-1H-pyrazol-5-yl)cyclopentyl tert-butylcarbamate